N-(2-ethylhexyl)acetoacetamide C(C)C(CNC(CC(=O)C)=O)CCCC